FC=1C=C2C(C[C@H]([C@@H](C2=CC1F)NC(NC=1C=C(C(=NC1C1=CC=CC=C1)C(=O)NCC=1OC(=NN1)C)C)=O)O)(C)C 5-(3-((1r,2r)-6,7-difluoro-2-hydroxy-4,4-dimethyl-1,2,3,4-tetrahydronaphthalen-1-yl)ureido)-3-methyl-N-((5-methyl-1,3,4-oxadiazol-2-yl)methyl)-6-phenylpyridinecarboxamide